C(C(C)C)N1C[C@H](N(CC1)CC1=CC=2N(C=C1)N=CC2N2C(NC(CC2)=O)=O)C (R)-1-(5-((4-isobutyl-2-methylpiperazin-1-yl)methyl)pyrazolo[1,5-a]pyridin-3-yl)dihydropyrimidine-2,4(1H,3H)-dione